O=C1NC(CCC1N1C(C2=CC=C(C=C2C1=O)CC(=O)O)=O)=O 2-[2-(2,6-dioxopiperidin-3-yl)-1,3-dioxo-2,3-dihydro-1H-isoindol-5-yl]acetic acid